N5-phenyl-biguanide C1(=CC=CC=C1)NC(NC(N)=N)=N